8-chloro-3,4-dihydropyrazino[1,2-b]indazole-2(1H)-carboxylic acid benzyl ester C(C1=CC=CC=C1)OC(=O)N1CC=2N(N=C3C=C(C=CC23)Cl)CC1